2-(azetidin-1-ylcarbonyl)-5-chloropyridine-3-thiol N1(CCC1)C(=O)C1=NC=C(C=C1S)Cl